COC=1C=C2C(N(C=3C4=C(C=CC3C2=CC1OC)C=C1C(=C4)OCO1)CCNC)=O 2,3-Dimethoxy-12-(2-(methylamino)ethyl)-[1,3]dioxolo[4',5':4,5]benzo[1,2-c]phenanthridin-13(12H)-one